C1(CC1)C=1N=CSC1N 4-cyclopropylthiazol-5-amine